OC1=C(C=CC=C1)C=1N=NC2=CC(=CC=C2C1)N1CC2(CN(C2)C=2C=C(C=CC2)C(C(=O)O)C(C)C)C1 2-(3-(6-(3-(2-hydroxyphenyl)cinnolin-7-yl)-2,6-diazaspiro[3.3]heptan-2-yl)phenyl)-3-methylbutanoic acid